C(C)OC(=O)C=1NC2=CC(=CC(=C2C1)NC1=CC(=C(C=C1)F)C(C)C)NC(C)=O 4-((3-isopropyl-4-fluorophenyl)amino)-6-acetylamino-1H-indole-2-carboxylic acid ethyl ester